methyl (2S)-2-[(2S)-2-{[(benzyloxy)carbonyl]amino}-4-methylpentan-amido]-3-[(3S)-2-oxopyrrolidin-3-yl]propanoate C(C1=CC=CC=C1)OC(=O)N[C@H](C(=O)N[C@H](C(=O)OC)C[C@H]1C(NCC1)=O)CC(C)C